C1NC[C@H]2[C@@H]1CC(C2)NC(OCC2=CC=CC=C2)=O benzyl ((3aR,5s,6aS)-octahydrocyclopenta[c]pyrrol-5-yl)carbamate